[C@H]12CNC[C@H](CC1)N2C2=NC(=NC=1CC3(CCC21)CCC2=CC=C(C=C23)O)OC[C@H]2NCCC2 4'-((1R,5S)-3,8-diazabicyclo[3.2.1]octan-8-yl)-2'-(((S)-pyrrolidin-2-yl)methoxy)-2,3,5',8'-tetrahydro-6'H-spiro[indene-1,7'-quinazolin]-6-ol